FC1=C(C(=C(C(=C1F)F)F)F)S(=O)(=O)NC 2,3,4,5,6-pentafluoro-N-methylbenzenesulfonamide